CC1=CC=C(C=C1)C=1C(=NC(=NC1)N1CC2C(CC1)CNC2)C2=CC=C(C#N)C=C2 4-[5-(4-methylphenyl)-2-{octahydro-1H-pyrrolo[3,4-c]pyridin-5-yl}pyrimidin-4-yl]benzonitrile